ClC1=NC(=C(C2=CC3=C(C=C12)N(N=C3)C3OCCCC3)C3=CC=C(C=C3)F)C(C)C 8-chloro-5-(4-fluorophenyl)-6-isopropyl-1-tetrahydropyran-2-yl-pyrazolo[4,3-g]Isoquinoline